tert-Butyl 3-fluoro-5-(1-(thiophen-3-yl)-1H-pyrazol-4-yl)benzylcarbamate FC=1C=C(CNC(OC(C)(C)C)=O)C=C(C1)C=1C=NN(C1)C1=CSC=C1